C1(=CC=CC=C1)N(C1=CC=C(C=C1)C1=CC=C(C=C1)N)C1=CC=CC=C1 N,N-diphenyl-4,4'-diamino-1,1'-biphenyl